4-cyano-4'-pentyloxy-p-terphenyl C(#N)C1=CC=C(C=C1)C1=CCC(C=C1)(C1=CC=CC=C1)OCCCCC